6-(2-(trifluoromethyl)cyclopropyl)pyridinecarboxamide FC(C1C(C1)C1=CC=CC(=N1)C(=O)N)(F)F